N[C@H]1CN(CC1)C(=O)N1CCN(CC1)C(=O)C1=C(C=C(C=C1)NC(=O)C=1N(C(=CN1)C=1C(=NN(C1)CC#C)C(F)(F)F)C)Cl N-[4-[4-[(3R)-3-aminopyrrolidine-1-carbonyl]piperazine-1-carbonyl]-3-chlorophenyl]-1-methyl-5-[1-prop-2-ynyl-3-(trifluoromethyl)pyrazol-4-yl]imidazole-2-carboxamide